zinc aluminum [Al].[Zn]